2-[3'-tert-butyl-2'-hydroxy-5'-(2-methoxycarbonylethyl)phenyl]benzotriazole ethyl-4-methylphenoxyacetate C(C)OC(COC1=CC=C(C=C1)C)=O.C(C)(C)(C)C=1C(=C(C=C(C1)CCC(=O)OC)N1N=C2C(=N1)C=CC=C2)O